(R)-3-(1-((6-(4,4-difluoropiperidine-1-carbonyl)-4-methyl-7-(methylamino)phthalazin-1-yl)amino)ethyl)-2-methylbenzonitrile FC1(CCN(CC1)C(=O)C=1C=C2C(=NN=C(C2=CC1NC)N[C@H](C)C=1C(=C(C#N)C=CC1)C)C)F